COCCS(=NC(C1=CC=C(C=C1)CC1=NOC(=N1)C(F)(F)F)=O)(=O)C N-((2-methoxyethyl)(methyl)(oxo)-λ6-sulfaneylidene)-4-((5-(trifluoromethyl)-1,2,4-oxadiazol-3-yl)methyl)benzamide